(R)-7-methyl-3-(3,4,5-trifluorophenyl)-2,4,5,7-tetrahydro-6H-pyrazolo[3,4-c]pyridine-6-carboxylic acid tert-butyl ester C(C)(C)(C)OC(=O)N1[C@@H](C=2C(CC1)=C(NN2)C2=CC(=C(C(=C2)F)F)F)C